4-((3'-(3-(6-oxa-2-azaspiro[3.5]non-2-yl)propoxy)-2,2'-dimethyl-[1,1'-biphenyl]-3-yl)methoxy)-5-chloro-2-hydroxybenzaldehyde C1N(CC12COCCC2)CCCOC=2C(=C(C=CC2)C2=C(C(=CC=C2)COC2=CC(=C(C=O)C=C2Cl)O)C)C